2-methyl-5-((4-methylthiazol-5-yl)methoxy)-N-(5-oxo-1,4-oxazepan-6-yl)benzofuran-3-carboxamide CC=1OC2=C(C1C(=O)NC1C(NCCOC1)=O)C=C(C=C2)OCC2=C(N=CS2)C